(2S,3S,4R,5R)-5-(6-(benzylamino)-2-(3-chlorophenyl)-9H-purin-9-yl)-3,4-dihydroxy-N-methyl-tetrahydrofuran-2-carboxamide C(C1=CC=CC=C1)NC1=C2N=CN(C2=NC(=N1)C1=CC(=CC=C1)Cl)[C@H]1[C@@H]([C@@H]([C@H](O1)C(=O)NC)O)O